N1(N=CC=C1)CC1=CC2=C(C(=NO2)N)C=2CCCCC12 5-((1H-pyrazol-1-yl)methyl)-6,7,8,9-tetrahydronaphtho[1,2-d]isoxazol-1-amine